C(C)(=O)C1NC2(C(C3C1C(CN3CC3=CC=CC=C3)C2)CC(C)C)C(=O)NCC2=CC=CC=C2 4-acetyl-N,1-dibenzyl-7-isobutyloctahydro-6H-3,6-methanopyrrolo[3,2-c]pyridine-6-carboxamide